tert-butyl (7R,9aR)-7-hydroxy-7-(6-(trifluoromethyl)pyridin-2-yl)octahydro-2H-pyrido[1,2-a]pyrazine-2-carboxylate O[C@@]1(CC[C@H]2N(CCN(C2)C(=O)OC(C)(C)C)C1)C1=NC(=CC=C1)C(F)(F)F